C(C)(C)(C)C1=CC=C(CN(C(OC(C)(C)C)=O)C2=C(C=CC=C2)I)C=C1 Tert-butyl (4-(tert-butyl)benzyl)(2-iodophenyl)carbamate